2,4-dioxo-1,3-diazetidine O=C1NC(N1)=O